C(#N)C(C#N)=C cyano-acrylonitrile